C(#N)N1[C@H]2[C@@H](C[C@@H]1CC2)NC(C2=CC(=C(C=C2)C=2C=NN(C2)C2CC2)OCC(C)C)=O N-((1R,2R,4S)-7-cyano-7-azabicyclo[2.2.1]heptan-2-yl)-4-(1-cyclopropyl-1H-pyrazol-4-yl)-3-(2-methylpropoxy)benzamide